(E)-3-[3-(4-Fluorophenyl)phenyl]-1-(4-hydroxyphenyl)prop-2-en-1-one FC1=CC=C(C=C1)C=1C=C(C=CC1)/C=C/C(=O)C1=CC=C(C=C1)O